FC1=C(C(=O)NC2=NC(=CC=C2)CN2CCN(CC2)C)C=CC=C1 fluoro-N-(6-((4-methylpiperazin-1-yl)methyl)pyridin-2-yl)benzamide